(S)-6-hydroxy-4-methylhexanenitrile OCC[C@H](CCC#N)C